isopropylhydrazine HCl salt Cl.C(C)(C)NN